COC([C@@H](CC1=CC=CC=C1)N=C=O)=O.FC1=C(C(=CC=C1)O)C1=CC2=C(N(N=C2C=C1)C1CN(CCC1)C(C=C)=O)NCC1=CC=NC=C1 1-(3-(5-(2-fluoro-6-hydroxyphenyl)-3-((pyridin-4-ylmethyl)amino)-2H-indazol-2-yl)piperidin-1-yl)prop-2-en-1-one methyl-(R)-2-isocyanato-3-phenylpropionate